B([O-])([O-])[O-].[O+2].[Ca+2].[Ho+3] holmium-calcium oxygen borate